O1C(=NC=C1)C1=C2C(C(=NN(C2=CC=C1)C1=CC=C(C=C1)OC(F)(F)F)C(=O)O)=O 5-oxazol-2-yl-4-oxo-1-[4-(trifluoromethoxy)phenyl]cinnoline-3-carboxylic acid